2-(2-(3,3-Difluoropiperidin-1-yl)-6-methylpyrimidin-4-yl)-5-(4-iodo-2-(6-azaspiro[2.5]octan-6-yl)phenyl)-1,3,4-thiadiazole FC1(CN(CCC1)C1=NC(=CC(=N1)C=1SC(=NN1)C1=C(C=C(C=C1)I)N1CCC2(CC2)CC1)C)F